CC=1N=CC(=NC1C)C=1N=C(C2=C(N1)OC(=C2C(=O)N)C)NC2(CC2)C (5,6-dimethylpyrazin-2-yl)-6-methyl-4-[(1-methylcyclopropyl)amino]furo[2,3-d]pyrimidine-5-carboxamide